CC1=C(C=CC(=C1)C)S(=O)(=O)C=1N=NN2C1NC(C1=CC=C(C=C21)N2CCN(CC2)CCOC)=O 3-(2,4-dimethylbenzenesulfonyl)-8-[4-(2-methoxyethyl)piperazin-1-yl]-4H,5H-[1,2,3]triazolo[1,5-a]quinazolin-5-one